OC=1C(=C(OC2[C@@H]([C@H]([C@@H]([C@H](O2)O)O)O)CO)C=C(C1)CCC(CC)C)[C@@H]1C=C(CC[C@H]1C(=C)C)C (2S,3S,4R,5R)-6-{3-hydroxy-2-[(1R,6R)-3-methyl-6-(prop-1-en-2-yl)cyclohex-2-en-1-yl]-5-(3-methylpentyl)phenoxy}-5-(hydroxymethyl)oxane-2,3,4-triol